C1(=CC=CC=C1)CCCC1=CC=CC=C1 4-(3-phenylpropyl)benzene